3-methyl-3-Methacryloyloxyethyl-oxetane CC1(COC1)CCOC(C(=C)C)=O